Ethyl 3-methyl-2-oxopyrrolidine-3-carboxylate CC1(C(NCC1)=O)C(=O)OCC